C(C(=O)O)(=O)O.C1OCC12CNCC2.C2OCC21CNCC1 2-oxa-6-Azaspiro[3.4]octane hemioxalate